C(C)(C)(C)OC(=O)N1CC([C@H](CC1)CN1C(C=C(C=C1)C1=CC=CC=C1)=O)(C)C (S)-3,3-dimethyl-4-((2-oxo-4-phenylpyridin-1(2H)-yl)methyl)piperidine-1-carboxylic acid tert-butyl ester